S1C(=CC=C1)CCCC=1SC=CC1 1,3-di(thiophene-2-yl)propane